C(N)(=O)C=1CN(C=CC1)COC(CC1=C(N(C2=CC=C(C=C12)OC)C(C1=CC=C(C=C1)Cl)=O)C)=O 3-carbamoyl-1-((2-(1-(4-chlorobenzoyl)-5-methoxy-2-methyl-1H-indol-3-yl)acetoxy)methyl)pyridine